NC=1C(=NC(=CC1)Br)C(=O)OCC ethyl 3-amino-6-bromopyridineformate